C1(CC1)S(=O)(=O)N1C(N(C2=C(C1)NC=C2)C2=C(C=C(C=C2)N2CCC(CC2)N(C)C)OC)N 3-Cyclopropanesulfonyl-N-(4-(4-(dimethylamino)-1-piperidinyl)-2-methoxyphenyl)-2-amino-5H-pyrrolo[3,2-d]pyrimidine